ethyl (E)-4-methoxy-2-oxopent-3-enoate CO/C(=C/C(C(=O)OCC)=O)/C